CNCC1COCCC1(O)C1=CC=CC=C1 3-((methylamino)methyl)-4-phenyl-tetrahydro-2H-pyran-4-ol